C(C)(C)(C)OC(=O)N1[C@H](C[C@H](CC1)OCC1=NOC(=N1)C)C (2S,4S)-2-methyl-4-[(5-methyl-1,2,4-oxadiazol-3-yl)methoxy]piperidine-1-carboxylic acid tert-butyl ester